(7S)-2-(((1-((3-ethyl-5-methylisoxazol-4-yl)methyl)-1H-pyrazol-4-yl)methyl)amino)-4,7,8-trimethyl-7,8-dihydropteridin-6(5H)-one C(C)C1=NOC(=C1CN1N=CC(=C1)CNC1=NC=2N([C@H](C(NC2C(=N1)C)=O)C)C)C